NC=1C2=C(N=CN1)N(C(=C2C2=CC[C@H](CC2)C(=O)N2[C@@H](CCC2)C#N)C=2C(=NC(=CC2)C#C)C)C (2S)-1-[(1S)-4-[4-amino-6-(6-ethynyl-2-methylpyridin-3-yl)-7-methyl-7H-pyrrolo[2,3-d]pyrimidin-5-yl]cyclohex-3-ene-1-carbonyl]pyrrolidine-2-carbonitrile